7-(1-methylazetidin-3-yl)-2-(2-phenylquinolin-7-yl)-4,5,6,7-tetrahydropyrazolo[1,5-a]pyrimidine-3-carbonitrile CN1CC(C1)C1CCNC=2N1N=C(C2C#N)C2=CC=C1C=CC(=NC1=C2)C2=CC=CC=C2